C(CCC)N1C(CCC1=O)C(=O)O 1-butyl-5-oxopyrrolidine-2-carboxylic acid